1,4-dioxane argon [Ar].O1CCOCC1